O=C1N(C=CC(N1)=O)[C@H]1[C@@H]([C@@H]([C@H](O1)OCP(OCC)(OCC)=O)O)OC diethyl ((((2R,3S,4R,5R)-5-(2,4-dioxo-3,4-dihydropyrimidin-1(2H)-yl)-3-hydroxy-4-methoxytetrahydrofuran-2-yl)oxy)methyl)phosphonate